ethyl 2-(1-(4-chlorobenzyl)-1H-indol-2-yl)-3-methylimidazo[1,2-a]pyridine-7-carboxylate ClC1=CC=C(CN2C(=CC3=CC=CC=C23)C=2N=C3N(C=CC(=C3)C(=O)OCC)C2C)C=C1